1-(2-(4-(N-(1-methyl-1H-indazol-7-yl)sulfamoyl)-1H-pyrazol-1-yl)pyridin-4-yl)azetidine-3-carboxamide CN1N=CC2=CC=CC(=C12)NS(=O)(=O)C=1C=NN(C1)C1=NC=CC(=C1)N1CC(C1)C(=O)N